C(\C=C\C)(=O)N[C@@H](CCCCN)C(=O)O CrotonylLysin